[3-(tetrahydropyran-4-ylmethoxy)phenyl]tetrahydropyran-4-carboxylic acid O1CCC(CC1)COC=1C=C(C=CC1)C1OCCC(C1)C(=O)O